sodium (ii) tert-butyl 3-(2-((3,5-dimethylphenyl) amino)-2-oxoethyl)azetidine-1-carboxylate CC=1C=C(C=C(C1)C)NC(CC1CN(C1)C(=O)OC(C)(C)C)=O.[Na+2]